(2-bromo-[1,2,4]triazolo[1,5-a]pyrimidin-5-yl)-3,5-dimethylphenol BrC1=NN2C(N=C(C=C2)C2=C(C=C(C=C2C)C)O)=N1